bis[4-(4-maleimidophenoxy)phenyl]cyclohexane C1(C=CC(N1C1=CC=C(OC2=CC=C(C=C2)C2(CCCCC2)C2=CC=C(C=C2)OC2=CC=C(C=C2)N2C(C=CC2=O)=O)C=C1)=O)=O